C(CC)C1=NC(=CN=C1)C=CCC n-propyl-6-(1-butenyl)pyrazine